ClC=1C(=NC(=NC1)NC=1C(=NN(C1)C1CCN(CC1)C)C)NCCCN1C(CC1)=O 1-(3-((5-chloro-2-((3-methyl-1-(1-methylpiperidin-4-yl)-1H-pyrazol-4-yl)amino)pyrimidin-4-yl)amino)propyl)azetidin-2-one